C(C1=CC=CC=C1)(=O)OCC(CC(CO)(C)C)(C)C 5-hydroxy-2,2,4,4-tetramethylpentyl benzoate